methyl 3-[3-(2H-benzotriazol-2-yl)-4-hydroxy-5-tert-butylphenyl]-propionate N=1N(N=C2C1C=CC=C2)C=2C=C(C=C(C2O)C(C)(C)C)CCC(=O)OC